(6-{[3-(2,3-dichloro-6-fluorophenyl)-1-(prop-2-enoyl)pyrrolidin-3-yl]amino}-3-(trifluoromethyl)indazol-1-yl)acetic acid ClC1=C(C(=CC=C1Cl)F)C1(CN(CC1)C(C=C)=O)NC1=CC=C2C(=NN(C2=C1)CC(=O)O)C(F)(F)F